C(C)N(CC)CC.C(C)(C)(C)OC(=O)N[C@@H](CC1=CN(C=N1)C(=O)OC(C)(C)C)C(=[18O])[18OH] N,1-bis(tert-butyloxycarbonyl)-L-histidine-18O2 Triethylamine salt